[1,1'-biphenyl]-3-boronic acid C1(=CC(=CC=C1)B(O)O)C1=CC=CC=C1